NC=1C(N(C=CC1)CC=1SC2=C(N1)C=C(C=C2OCC2=C(C=C(C=C2)F)F)F)=O 3-amino-1-((7-((2,4-difluorobenzyl)oxy)-5-fluorobenzo[d]thiazol-2-yl)methyl)pyridin-2(1H)-one